ClC1=C(C=CC2=C1C(=NCC=1N2C(=NN1)C1CC1)C1=NC=CC=C1F)Cl 7,8-dichloro-1-cyclopropyl-6-(3-fluoro-2-pyridinyl)-4H-[1,2,4]Triazolo[4,3-a][1,4]Benzodiazepine